C[C@@H]1NC2=CC=C3C(=C2CC1)N=C(N3CC(NC3=CC=NN3)=O)CCN3C(C=CC=C3)=O (7S)-7-Methyl-2-[2-(2-oxo-1,2-dihydropyridin-1-yl)ethyl]-3-{[(1H-pyrazol-5-yl)carbamoyl]methyl}-3H,6H,7H,8H,9H-imidazo[4,5-f]chinolin